1-(tert-butyl) 4-ethyl 5-(((trifluoromethyl) sulfonyl) oxy)-3,6-dihydropyridine-1,4(2H)-dicarboxylate FC(S(=O)(=O)OC1=C(CCN(C1)C(=O)OC(C)(C)C)C(=O)OCC)(F)F